FC(C=1C(=C(C=CC1)C(C)=O)C)F 1-(3-(difluoromethyl)-2-methylphenyl)ethane-1-one